(2S,4R)-1-[(2S)-3,3-dimethyl-2-[4-[[4-(trifluoromethyl)anilino]methyl]triazol-1-yl]butanoyl]-4-hydroxy-N-methyl-pyrrolidine-2-carboxamide CC([C@@H](C(=O)N1[C@@H](C[C@H](C1)O)C(=O)NC)N1N=NC(=C1)CNC1=CC=C(C=C1)C(F)(F)F)(C)C